7-((7-fluoro-6-methoxyquinolin-2-yl)amino)-5-azaspiro[2.4]heptane-5-carboxylic acid tert-butyl ester C(C)(C)(C)OC(=O)N1CC2(CC2)C(C1)NC1=NC2=CC(=C(C=C2C=C1)OC)F